OC1=C(C(N(C=C1)C)=O)NC(N[C@@H](CC(=O)O)C=1C=C(C(=CC1)C)C1=CC(=CC=C1)OC)=O (S)-3-(3-(4-hydroxy-1-methyl-2-oxo-1,2-dihydropyridin-3-yl)ureido)-3-(3'-methoxy-6-methylbiphenyl-3-yl)propanoic acid